O=C1NC2(CN(C2)C(=O)N2CC3(C2)CC(C3)CC=3C=C(C(=NC3)C#N)C(F)(F)F)CO1 5-[[2-(6-oxo-7-oxa-2,5-diazaspiro[3.4]octane-2-carbonyl)-2-azaspiro[3.3]heptan-6-yl]methyl]-3-(trifluoromethyl)pyridine-2-carbonitrile